hexaazatriphenylenetricarbonitrile C1(=C(C(=NC=2C3=NN=NN=C3C3=NC=CC=C3C12)C#N)C#N)C#N